(S)-N-Benzyl-2-(3-(3-phenylpropyl)-1,2,4-oxadiazol-5-yl)pyrrolidine-1-carboxamide methyl-3-oxo-7-phenyl-2-pyridin-2-yl-2-azabicyclo[4.1.0]hept-4-ene-7-carboxylate COC(=O)C1(C2C=CC(N(C12)C1=NC=CC=C1)=O)C1=CC=CC=C1.C(C1=CC=CC=C1)NC(=O)N1[C@@H](CCC1)C1=NC(=NO1)CCCC1=CC=CC=C1